1-(4-(6-chloro-7-(2-ethynylphenyl)quinazolin-4-yl)piperazin-1-yl)prop-2-en-1-one ClC=1C=C2C(=NC=NC2=CC1C1=C(C=CC=C1)C#C)N1CCN(CC1)C(C=C)=O